6-(2,2-dimethyl-6-(1-methyl-1H-pyrazol-4-yl)morpholino)-2,3-dimethyl-8-(6-(trifluoromethyl)pyridin-3-yl)pyrimido[5,4-d]pyrimidin-4(3H)-one CC1(OC(CN(C1)C=1N=C(C=2N=C(N(C(C2N1)=O)C)C)C=1C=NC(=CC1)C(F)(F)F)C=1C=NN(C1)C)C